(3-(2,3-Diaminopyridin-4-yl)-3,8-diazabicyclo[3.2.1]octan-8-yl)((1S,2R)-2-fluorocyclopropyl)methanone NC1=NC=CC(=C1N)N1CC2CCC(C1)N2C(=O)[C@H]2[C@@H](C2)F